NC1(CN(CCC1)C=1C(=CC(=NC1)C1=CC(=C(C=C1)F)F)CO)C1=NOC(=C1)C (5-(3-amino-3-(5-methylisoxazol-3-yl)piperidin-1-yl)-2-(3,4-difluorophenyl)pyridin-4-yl)methanol